BrC=1C=CC(=C(C1)S(=O)(=O)NC1=CC(=CC(=C1)S(=O)(=O)C)C1(CCC1)C#N)O 5-bromo-N-(3-(1-cyanocyclobutyl)-5-(methylsulfonyl)phenyl)-2-hydroxybenzenesulfonamide